CN(CCCCN(C(CCCCCCCCC(=O)OCC(CCCCCC)CCCC)CCCCCCCCC(=O)OCC(CCCCCC)CCCC)CCCCCCOC(C(CCCCCCCC)CCCCCC)=O)C BIS(2-BUTYLOCTYL) 10-((4-(DIMETHYLAMINO)BUTYL)(6-((2-HEXYLDECANOYL)OXY)HEXYL)AMINO)NONADECANEDIOATE